NC=1C2=C(N=CN1)N(C=C2I)[C@@H]2CN(CC2)CC=C (S)-1-(3-(4-Amino-5-iodo-7H-pyrrolo[2,3-d]pyrimidin-7-yl)pyrrolidin-1-yl)prop-2-ene